C(C1=CC=CC=C1)OC=1C=C(CCN)C=CC1OCC1=CC=CC=C1 3,4-dibenzyloxyphenethylamine